6-chloro-N-{1-[(2,2-difluorocyclopropyl)methyl]-1H-pyrazol-4-yl}-7-[4-(3-methyloxetan-3-yl)piperazin-1-yl]quinazolin-2-amine ClC=1C=C2C=NC(=NC2=CC1N1CCN(CC1)C1(COC1)C)NC=1C=NN(C1)CC1C(C1)(F)F